C(C)(C)(C)OC([C@H](CCC(=O)O)NC(=O)N[C@H](C(=O)OC(C)(C)C)CCC(=O)OC(C)(C)C)=O (s)-5-(tert-butoxy)-4-(3-((s)-1,5-di-tert-butoxy-1,5-dioxopent-2-yl)ureido)-5-oxopentanoic acid